3-(3,4-dihydroisoquinolin-2(1H)-yl)-2-hydroxypropyl 4-benzylpiperidine-1-carboxylate C(C1=CC=CC=C1)C1CCN(CC1)C(=O)OCC(CN1CC2=CC=CC=C2CC1)O